[C@H]1([C@H](O)[C@@H](O)[C@H](O)[C@H](O1)CO)O[C@@H]([C@H](C=O)O[C@H]1[C@H](O)[C@H](O)[C@@H](O)[C@@H](O1)C)[C@@H](O)[C@@H](O)C α-D-Glucopyranosyl-(1→3)-[α-L-rhamnopyranosyl-(1→2)]-L-rhamnose